C(C)[C@@H]1N(C[C@H](N(C1)C(C)C1=CC=C(C=C1)OC(C)C)CC)C=1C=2N(N(C(C1)=O)C)C=C(N2)CC#N 2-(8-((2s,5r)-2,5-diethyl-4-(1-(4-isopropoxyphenyl)ethyl)piperazin-1-yl)-5-methyl-6-oxo-5,6-dihydroimidazo[1,2-b]pyridazin-2-yl)acetonitrile